FC(C1=CC=C2C(=N1)N(C(=N2)C2=CC=CC=C2)C2=CC1=C(N=CS1)C=C2)F 6-(5-(Difluoromethyl)-2-phenyl-3H-imidazo[4,5-b]pyridin-3-yl)benzo[d]thiazol